OC(CC(C(=O)O)=O)CCO 4,6-dihydroxy-2-oxohexanoic acid